5-(1-(Difluoromethyl)cyclobutoxy)-6-(1H-pyrazol-4-yl)-N-(tetrahydro-2H-pyran-4-yl)-[1,2,4]triazolo[1,5-a]pyrazin-2-amine FC(C1(CCC1)OC1=C(N=CC=2N1N=C(N2)NC2CCOCC2)C=2C=NNC2)F